(1R,3S,4R)-2-((3-chlorophenyl)-L-leucyl)-N-((S)-1-cyano-2-((R)-2-oxopyrrolidin-3-yl)ethyl)-5,5-difluoro-2-azabicyclo[2.2.2]octane-3-carboxamide ClC=1C=C(C=CC1)N[C@@H](CC(C)C)C(=O)N1[C@H]2CC([C@@H]([C@H]1C(=O)N[C@@H](C[C@@H]1C(NCC1)=O)C#N)CC2)(F)F